N-((1s,4s)-4-(3-(5-chloro-4-(5,5-dimethyl-5,6-dihydro-4H-pyrrolo[1,2-b]pyrazole-3-yl)pyridin-2-yl)ureido)cyclohexyl)acetamide ClC=1C(=CC(=NC1)NC(NC1CCC(CC1)NC(C)=O)=O)C1=C2N(N=C1)CC(C2)(C)C